COC(C(C1CC1)C1=C(C=CC(=C1)Br)F)=O (5-bromo-2-fluorophenyl)-2-cyclopropyl-acetic acid methyl ester